N1=CC=C(C=C1)C=1C=C2C=C(C=CN2C1)C(=O)N 2-(pyridin-4-yl)indolizine-7-carboxamide